2,4,6-trioxohexahydro-1,3,5-triazine-1,3,5-triyltris(6,1-hexanediyl) triisocyanate O=C1N(C(N(C(N1CCCCCCN=C=O)=O)CCCCCCN=C=O)=O)CCCCCCN=C=O